tert-Butyl 2-(5-bromo-3-iodo-7,8-dihydropyrano[3,2-g]indazol-1(6H)-yl)acetate BrC=1C=C2C(=NN(C2=C2C1CCCO2)CC(=O)OC(C)(C)C)I